1-[4-(trifluoromethyl)phenyl]urea FC(C1=CC=C(C=C1)NC(=O)N)(F)F